C(CCCCCC)C(C(=O)OC(CO)CO)CCCC(=O)O glycerol 2-heptanyl-adipate